N1=CC=C(C=C1)C=1N=C(C2=C(N1)C=NC=C2C=C)N2CCC1(CCN(C1)C(=O)OC(C)(C)C)CC2 tert-Butyl 8-(2-(pyridin-4-yl)-5-vinylpyrido[3,4-d]pyrimidin-4-yl)-2,8-diazaspiro[4.5]decane-2-carboxylate